5-(4-(5-(3-Methyl-2-oxo-3,8-diazabicyclo[3.2.1]octan-8-yl)-1H-pyrazolo[4,3-d]pyrimidin-3-yl)-1H-pyrazol-1-yl)nicotinonitrile CN1C(C2CCC(C1)N2C=2N=CC1=C(N2)C(=NN1)C=1C=NN(C1)C=1C=NC=C(C#N)C1)=O